methyl 6-[2-[(6-cyano-4-quinolyl)amino]ethyl]naphthalene-2-carboxylate C(#N)C=1C=C2C(=CC=NC2=CC1)NCCC=1C=C2C=CC(=CC2=CC1)C(=O)OC